tetramethoxybutene COC(C(=C(OC)OC)OC)C